Cl.CC(C)=O propanone HCl